Cl.CNC=1C=2CNCC2C=C(C1)C N,6-Dimethylisoindolin-4-amine hydrochloride